(S)-8-(6-((R)-1-(3',4'-dimethyl-3-(3-methyl-1H-pyrazol-1-yl)-[1,1'-biphenyl]-4-yl)-2,2,2-trifluoroethoxy)-2-methylpyrimidin-4-yl)-2,8-diazaspiro[4.5]decane-3-carboxylic acid CC=1C=C(C=CC1C)C1=CC(=C(C=C1)[C@H](C(F)(F)F)OC1=CC(=NC(=N1)C)N1CCC2(C[C@H](NC2)C(=O)O)CC1)N1N=C(C=C1)C